C[C@@H]1[C@H](C2=CC(=CC=C2C1)C)N (1R,2S)-2,6-dimethyl-2,3-dihydro-1H-inden-1-amine